IC=1C=C(C=CC1OC)NC1=NC(=CC(=N1)NC)C N2-(3-iodo-4-methoxyphenyl)-N4,6-dimethylpyrimidine-2,4-diamine